chloroformylaniline ClC(=O)NC1=CC=CC=C1